C(=O)=C1N(C=CC2=CC=CC=C12)CC(=O)O 2-(1-carbonylisoquinolin-2(1H)-yl)acetic acid